tert-butyl-(((3ar,5r,6s,6ar)-5-(iodomethyl)-2,2-dimethyl-6-(naphthalen-2-ylmethoxy)-tetrahydrofurano[3,2-d][1,3]dioxol-5-yl)methoxy)diphenylsilane C(C)(C)(C)[Si](C1=CC=CC=C1)(C1=CC=CC=C1)OC[C@@]1([C@H]([C@H]2OC(O[C@H]2O1)(C)C)OCC1=CC2=CC=CC=C2C=C1)CI